ClC=1C(=NC=CC1)C(C)(C)NC1=NC=C(C=N1)C1=CN=C(S1)C(=O)N 5-(2-{[1-(3-chloro(2-pyridyl))-isopropyl]amino}pyrimidin-5-yl)-1,3-thiazole-2-carboxamide